1-(4-chlorophenoxy)cyclohexane-1-carboxylic acid ClC1=CC=C(OC2(CCCCC2)C(=O)O)C=C1